indolo[2,1-a]isoquinolinone C1(CC=CC=2C=CN3C(C12)=CC=1C=CC=CC13)=O